C(C)(C)(C)[Ge](C)C tert-butyldimethyl-germanium